C(C)(C)(C)OC(=O)N(C=1C=CC(N(C1)CC(=O)O)=O)CCOCCOCCN1C(C2=CC=CC=C2C1=O)=O.CC(C)(C#CC(C)(OOC(C)(C)C)C)OOC(C)(C)C 2,5-dimethyl-2,5-bis(tert-butylperoxy)hex-3-yne 2-(5-((tert-butoxycarbonyl)(2-(2-(2-(1,3-dioxoisoindolin-2-yl)ethoxy)ethoxy)ethyl)amino)-2-oxopyridin-1(2H)-yl)acetate